ClC1=C(C=C(C=C1N1CCN(CC1)[C@@H]1CNC[C@H]1O)C#N)NC1=NC=2N(C(=N1)N(CC1=CC=C(C=C1)OC)C1CC1)N=CC2C#N 2-((2-chloro-5-cyano-3-(4-((3R,4R)-4-hydroxypyrrolidin-3-yl)piperazin-1-yl)phenyl)amino)-4-(cyclopropyl(4-methoxybenzyl)amino)pyrazolo[1,5-a][1,3,5]triazine-8-carbonitrile